tris-(3,5-di-t-butyl-4-hydroxy-phenyl)propionate C(C)(C)(C)C=1C=C(C=C(C1O)C(C)(C)C)C(CC(=O)[O-])(C1=CC(=C(C(=C1)C(C)(C)C)O)C(C)(C)C)C1=CC(=C(C(=C1)C(C)(C)C)O)C(C)(C)C